COC1=C(CN(S(=O)(=O)C2=C(C=C(C=C2)OC)NC(=O)N2C[C@](CC2)(C2=NC=NS2)C2=CC(=C(C=C2)C)F)C)C=CC(=C1)OC |o1:22| (R or S)-N-(2-(N-(2,4-dimethoxybenzyl)-N-methylsulfamoyl)-5-methoxyphenyl)-3-(3-fluoro-4-methylphenyl)-3-(1,2,4-thiadiazol-5-yl)pyrrolidine-1-carboxamide